O[C@H](CO)[C@H]1N(CCC1)C(=O)OC(C)(C)C tert-butyl (S)-2-((S)-1,2-dihydroxyethyl)pyrrolidine-1-carboxylate